N1=CC=C(C=C1)C=1C=C(C=CC1)C=1N=C(SC1)N 4-(3-(pyridin-4-yl)phenyl)thiazol-2-amine